(3Z)-1-iodo-14,14-dioctanoxy-3-tetradecene ICC\C=C/CCCCCCCCCC(OCCCCCCCC)OCCCCCCCC